N-[5-(4-cyano-3-fluorophenyl)-[1,2,4]triazolo[1,5-a]pyridin-7-yl]-1-methylcyclopropane-1-carboxamide C(#N)C1=C(C=C(C=C1)C1=CC(=CC=2N1N=CN2)NC(=O)C2(CC2)C)F